propyl-2H-1,2,4-triazole C(CC)N1N=CN=C1